4-(methylsulfanyl)-N-[2-(pyridin-3-yl)-1,3-benzoxazol-5-yl]benzamide CSC1=CC=C(C(=O)NC=2C=CC3=C(N=C(O3)C=3C=NC=CC3)C2)C=C1